C(C1=CC=CC=C1)(=O)OC[C@@H](O)[C@@H]1C[C@@H]2[C@@H](OC(O2)(C)C)O1 [(2R)-2-[(3aR,5S,6aR)-2,2-dimethyl-3a,5,6,6a-tetrahydrofuro[2,3-d][1,3]dioxol-5-yl]-2-hydroxy-ethyl] benzoate